(piperazin-1-yl)-3-((1,2,3,4-tetrahydroacridin-9-yl)amino)-2-propanol N1(CCNCC1)CC(CNC=1C2=CC=CC=C2N=C2CCCCC12)O